2-[6-(trifluoromethyl)-2-pyridyl]-1,3,4-oxadiazole FC(C1=CC=CC(=N1)C=1OC=NN1)(F)F